5-(cyclopropylmethyl)-4-(6-ethylpyridin-3-yl)-2-(2-methyl-2H-indazol-5-yl)-2,5-dihydro-3H-pyrrolo[3,2-c]pyridazin-3-one C1(CC1)CN1C=CC2=NN(C(C(=C21)C=2C=NC(=CC2)CC)=O)C2=CC1=CN(N=C1C=C2)C